ethyl 5-methyl-2-trityl-2H-1,2,3-triazole-4-carboxylate CC=1C(=NN(N1)C(C1=CC=CC=C1)(C1=CC=CC=C1)C1=CC=CC=C1)C(=O)OCC